(1R,2S)-1-[4-[2-[3-(fluoromethyl)azetidin-1-yl]ethoxy]phenyl]-2-phenyl-tetrahydronaphthalen-6-ol FCC1CN(C1)CCOC1=CC=C(C=C1)[C@H]1[C@H](CCC2=CC(=CC=C12)O)C1=CC=CC=C1